C(=O)(OCC1=CC=CC=C1)NCC(=O)O N-Cbz-glycine